OCCCCOC1=CC=C(C=CC(=O)O)C=C1 4-(4-hydroxybutyloxy)cinnamic acid